1-(3-chloro-4-fluorophenyl)-7,10-dimethyl-1,2,3,6,7,10-hexahydro-13,15-etheno-12,9-(metheno)pyrido[3,4-l][1,4,7,8,14]oxatetraazacyclohexadecin-8(5H)-one ClC=1C=C(C=CC1F)N1C2=C3C=C(C4=NN(C(C(N(CCOCC1)C)=O)=C4)C)C=CC3=NC=C2